O[C@@H]([C@@H](C(=O)OCC)OS(=O)(=O)C1=CC=C(C=C1)[N+](=O)[O-])C1=CC=CC=C1 Ethyl (2S,3R)-3-hydroxy-2-(((4-nitrophenyl) sulfonyl) oxy)-3-phenylpropionate